C(C1=CC=CC=C1)N1CCC(CC1)CCNC(=O)N1[C@@H](CN(C[C@@H]1C)C1=NC=C(C=N1)C(=O)NC(C)CC)C 2-[(3R,5S)-4-{[2-(1-benzylpiperidin-4-yl)ethyl]carbamoyl}-3,5-dimethylpiperazin-1-yl]-N-(butan-2-yl)pyrimidine-5-carboxamide